C(#N)/C(/C(=O)NCC1CC1)=C(/O)\C1=CC(=C(C(=C1)[N+](=O)[O-])OC)OC (Z)-2-cyano-N-(cyclopropylmethyl)-3-(3,4-dimethoxy-5-nitrophenyl)-3-hydroxyacrylamide